2,6-di-tert-butyl-phenoxyaluminum dichloride C(C)(C)(C)C1=C(O[Al](Cl)Cl)C(=CC=C1)C(C)(C)C